3-{4-[(2-{[(benzyloxy)carbonyl](methyl)amino}ethyl) (methyl)carbamoyl]phenyl}-1H-pyrrole-2-carboxylate C(C1=CC=CC=C1)OC(=O)N(CCN(C(=O)C1=CC=C(C=C1)C1=C(NC=C1)C(=O)[O-])C)C